Cl.C(C)(C)(C)C1CNCCO1 2-tert-butylmorpholin HCl